S-ethyl (1,3-dioxoisoindolin-2-yl)(2-(methylthio)ethyl)carbamothioate O=C1N(C(C2=CC=CC=C12)=O)N(C(SCC)=O)CCSC